NC1CCCC12CCN(CC2)C=2C(=NC(=C(N2)C)SC2=C(C(=CC=C2)Cl)Cl)NCCO 2-((3-(1-amino-8-azaspiro[4.5]dec-8-yl)-6-((2,3-dichlorophenyl)thio)-5-methylpyrazin-2-yl)amino)ethan-1-ol